{6-[4-cyclopropyl-5-(o-fluorophenyl)-1-pyrazolyl]-2-aza-2-spiro[3.3]heptyl}(2-fluoro-5-hydroxyphenyl)methanone C1(CC1)C=1C=NN(C1C1=C(C=CC=C1)F)C1CC2(CN(C2)C(=O)C2=C(C=CC(=C2)O)F)C1